2-(3-hydroxy-4-methoxyphenyl)acetic acid OC=1C=C(C=CC1OC)CC(=O)O